tetrahydronaphthalene-1,2-dicarboxylic anhydride C12C(CCC3=CC=CC=C13)C(=O)OC2=O